ClC=1C(=CC=C2C(C=C(OC12)C1=CC=C(C=C1)O)=O)C#N 8-chloro-2-(4-hydroxyphenyl)-4-oxo-chromen-7-carbonitrile